(2s,3s)-2-fluoro-3-(4-fluorophenyl)-3-hydroxypropionamide F[C@H](C(=O)N)[C@@H](O)C1=CC=C(C=C1)F